ethyl 2-((3-(3-(5-(4-(trifluoromethyl)phenyl)octahydropyrrolo[3,4-c]pyrrole-2-carbonyl)phenyl)oxetan-3-yl)oxy)acetate FC(C1=CC=C(C=C1)N1CC2C(C1)CN(C2)C(=O)C=2C=C(C=CC2)C2(COC2)OCC(=O)OCC)(F)F